3-(4-pyridyl)-5-(4-pyridyl)-1,2,4-triazole N1=CC=C(C=C1)C1=NNC(=N1)C1=CC=NC=C1